FC1=C(C=CC(=C1)F)C1=CC(=C2CNC(C2=C1)=O)C1CN(CCC1)C 6-(2,4-Difluorophenyl)-4-(1-methylpiperidin-3-yl)isoindolin-1-one